9,10,18-trihydroxystearate OC(CCCCCCCC(=O)[O-])C(CCCCCCCCO)O